FC1=C(C=CC=C1)CC(=O)NC1=CC(=C(C=C1)N1C=NC(=C1)C1CC1)S(NCC1=C(C=C(C=C1)OC)OC)(=O)=O 2-(2-Fluorophenyl)-N-{4-(4-cyclopropyl-1H-imidazol-1-yl)-3-[(2,4-dimethoxybenzyl)-sulfamoyl]phenyl}acetamide